N-(pentan-2-yl)benzene-1,2-diamine CC(CCC)NC=1C(=CC=CC1)N